di(chloroacetyl) peroxide ClCC(=O)OOC(CCl)=O